8-(4-hydroxy-3-methoxyphenyl)-3-methoxynaphthalen-2-ol OC1=C(C=C(C=C1)C=1C=CC=C2C=C(C(=CC12)O)OC)OC